benzyl (2-((tert-butoxycarbonyl)(2-(2-hydroxyethoxy)ethyl)amino)ethyl)(methyl)carbamate C(C)(C)(C)OC(=O)N(CCN(C(OCC1=CC=CC=C1)=O)C)CCOCCO